CC(C)(C)C1=C(C(=CC=C1)O)C(C)(C)C di-t-butylphenol